BrC1=CC2=C(OCCN2CCOC)N=C1 7-bromo-1-(2-methoxyethyl)-2,3-dihydro-1H-pyrido[2,3-b][1,4]oxazine